NC=1N=C(SC1C(=O)C1=CC=C(C(=O)NCCOC2=CC=CC=C2)C=C1)N(C1=CC(=C(C=C1)Cl)F)[C@@H](C(=O)N)C |r| rac-4-[4-amino-2-(N-(2-amino-1-methyl-2-oxo-ethyl)-4-chloro-3-fluoro-anilino)thiazole-5-carbonyl]-N-(2-phenoxyethyl)benzamide